3-cyclopropyl-5-isocyanato-1-phenyl-1H-1,2,4-triazole C1(CC1)C1=NN(C(=N1)N=C=O)C1=CC=CC=C1